(S)-6-chloro-1-(1-cyclopropylethyl)-1H-pyrazolo[3,4-b]Pyrazine ClC1=CN=C2C(=N1)N(N=C2)[C@@H](C)C2CC2